O(C1=CC=CC=C1)CCC(C(=O)O)(C)C.CC(C(=O)OCCOC1=CC=CC=C1)C 2-phenoxy-ethyl 2-methylpropanoate (phenoxyethyl isobutyrate)